4-((5-azaspiro[2.4]heptan-5-ylsulfonyl)carbamoyl)-5-(dimethylamino)-2-fluorobenzoic acid C1CC12CN(CC2)S(=O)(=O)NC(=O)C2=CC(=C(C(=O)O)C=C2N(C)C)F